5-(1-Methoxypropan-2-yl)-2-nitro-4,5,6,7-tetrahydropyrazolo[1,5-a]pyrazine COCC(C)N1CC=2N(CC1)N=C(C2)[N+](=O)[O-]